ClC=1C=CC(=C(C1)C1=CC=C2C(=NC(=NC2=C1F)OC[C@H]1N(CCC1)C)N1C[C@@H](N(CC1)C(/C(=C/C1=NC=CN=C1)/F)=O)CC#N)OC(F)(F)F 2-((S)-4-(7-(5-chloro-2-(trifluoromethoxy)phenyl)-8-fluoro-2-(((S)-1-methylpyrrolidin-2-yl)methoxy)quinazolin-4-yl)-1-((Z)-2-fluoro-3-(pyrazin-2-yl)acryloyl)piperazin-2-yl)acetonitrile